N-(2-Methoxy-5-(4-(trifluoromethyl)phenoxy)phenyl)-1H-tetrazole-5-carboxamide COC1=C(C=C(C=C1)OC1=CC=C(C=C1)C(F)(F)F)NC(=O)C1=NN=NN1